1-(tert-butyl) 2-methyl (2S,4R)-4-(5-(benzyloxy)-2-methylbenzofuran-3-carboxamido)pyrrolidine-1,2-dicarboxylate C(C1=CC=CC=C1)OC=1C=CC2=C(C(=C(O2)C)C(=O)N[C@@H]2C[C@H](N(C2)C(=O)OC(C)(C)C)C(=O)OC)C1